3-(((3-Cyano-4-(6-(6-((6-methoxypyridin-3-yl)methyl)-3,6-diazabicyclo[3.1.1]heptan-3-yl)pyridin-3-yl)pyrazolo[1,5-a]pyridin-6-yl)oxy)methyl)bicyclo[1.1.1]pentane-1-carboxamide C(#N)C=1C=NN2C1C(=CC(=C2)OCC21CC(C2)(C1)C(=O)N)C=1C=NC(=CC1)N1CC2N(C(C1)C2)CC=2C=NC(=CC2)OC